N-(4-((2-(1,1-difluoroethyl)pyrimidin-4-yl)amino)-5-(6-methoxypyridazin-3-yl)pyridin-2-yl)acetamide-2,2,2-d3 FC(C)(F)C1=NC=CC(=N1)NC1=CC(=NC=C1C=1N=NC(=CC1)OC)NC(C([2H])([2H])[2H])=O